(3,5-di-tert-butyl-4-hydroxyphenyl) (2-nitrophenyl) ketone [N+](=O)([O-])C1=C(C=CC=C1)C(=O)C1=CC(=C(C(=C1)C(C)(C)C)O)C(C)(C)C